C(C1=CC=CC=C1)N1[C@@H]([C@H]2CC[C@@H](C1)N2)CCO (1R,2R,5S)-3-benzyl-2-(2-hydroxyethyl)-3,8-diazabicyclo[3.2.1]octane